COCCOC1=CC(=NC=N1)O[C@@H]1C[C@@H](N(C1)CC1=CN=C(S1)NC(C)=O)C N-(5-(((2S,4R)-4-((6-(2-methoxyethoxy)pyrimidin-4-yl)oxy)-2-methylpyrrolidin-1-yl)methyl)thiazol-2-yl)acetamide